FC1=CC=C(C=C1)[C@@H]1N(CCC2=CC=CC=C12)C(=O)NCC1(C[C@@H](CC1)NC(OC(C)(C)C)=O)O tert-butyl ((1R)-3-(((S)-1-(4-fluorophenyl)-1,2,3,4-tetrahydroisoquinoline-2-carboxamido)methyl)-3-hydroxycyclopentyl)carbamate